CC1=NN(C=C1NC1=NC=C(C(=N1)NCCCN1C(CC=CC=C1)=O)C(F)(F)F)C1CCN(CC1)C1COC1 1-(3-((2-((3-methyl-1-(1-(oxetan-3-yl)piperidin-4-yl)-1H-pyrazol-4-yl)amino)-5-(trifluoromethyl)pyrimidin-4-yl)amino)propyl)azepin-2-one